CC1=NC=CC(=C1)C[C@H]1C[C@@H](N(C1)C(=O)OC(C)(C)C)C(=O)OCC1=CC=CC=C1 2-Benzyl 1-(tert-butyl) (2R,4S)-4-((2-methylpyridin-4-yl)methyl)pyrrolidine-1,2-dicarboxylate